O-phenyl (3,5-difluoro-4-{[3-(propan-2-yl)-1-{[2-(trimethylsilyl)ethoxy]methyl}-1H-pyrrolo[2,3-b]pyridin-4-yl]oxy}phenyl)carbamothioate FC=1C=C(C=C(C1OC1=C2C(=NC=C1)N(C=C2C(C)C)COCC[Si](C)(C)C)F)NC(OC2=CC=CC=C2)=S